C(C(C)C)C(=O)NC=1C=NC=CC1 3-(isobutylcarbonylamino)pyridine